ClC=1C(=C(NC=2C3=C(N=CN2)C=NC(=N3)N3CCN(C2(CC2)C3)C(=O)OC(C)(C)C)C=CC1OCC(F)F)F tert-butyl 7-[4-[3-chloro-4-(2,2-difluoroethoxy)-2-fluoroanilino]pyrimido[5,4-d]pyrimidin-6-yl]-4,7-diazaspiro[2.5]octane-4-carboxylate